C(CCC=CCCCC)O 4-nonenol